rac-Benzyl (3S,4R)-3-hydroxy-4-((S)-2,2,11,11-tetramethyl-9-oxo-3,3-diphenyl-4,10-dioxa-8-aza-3-siladodecan-7-yl)pyrrolidine-1-carboxylate O[C@@H]1CN(C[C@@H]1[C@H](CCO[Si](C(C)(C)C)(C1=CC=CC=C1)C1=CC=CC=C1)NC(OC(C)(C)C)=O)C(=O)OCC1=CC=CC=C1 |r|